FCC(=O)[O-].[Na+] Natrium fluoroacetat